C(CCC)N(CCCC)C1C(=O)NCCCC1 dibutylamino-ε-caprolactam